NC1=NC=2C=CC(=CC2C2=C1C=NN2C)C(=O)N(CC2=NC=C(C=C2)C(F)(F)F)N2C(CCCC2)=O 4-amino-1-methyl-N-(2-oxo-1-piperidyl)-N-[[5-(trifluoromethyl)-2-pyridyl]methyl]pyrazolo[4,3-c]quinoline-8-carboxamide